C1(N=CC=C2C1=NC1=CC=CC=C21)=O pyrido[3,4-b]indole-1-on